N1(C[C@@]2(CCC1)OCC=1C=NC=CC12)CC1=C(N=C(S1)NC(C)=O)F (S)-N-(5-((3H-spiro[furo[3,4-c]pyridin-1,3'-piperidin]-1'-yl)methyl)-4-fluorothiazol-2-yl)acetamide